ClC1=CC(=NC(=C1)OCC(F)(F)F)C1(CC1)NC(CC(C)(C1=C2C=CN(C2=CC=C1)C)O)=O N-(1-(4-chloro-6-(2,2,2-trifluoroethoxy)pyridin-2-yl)cyclopropyl)-3-hydroxy-3-(1-methyl-1H-indol-4-yl)butanamide